ClC=1C=C(C=CC1)S(=O)CC=1N=C2N(C=C(C=C2)C2=NOC(=N2)C(F)(F)F)C1 3-(2-(((3-chlorophenyl)sulfinyl)methyl)imidazo[1,2-a]pyridin-6-yl)-5-(trifluoromethyl)-1,2,4-oxadiazole